N,N'-dibutyl-N,N'-diphenyl-thiuram disulfide C(CCC)N(C(=S)SSC(=S)N(C1=CC=CC=C1)CCCC)C1=CC=CC=C1